CC1=CC=C(C=N1)C(C)C=1C=C2C(=CC=NC2=CC1)C(=O)O 6-(1-(6-Methylpyridin-3-yl)ethyl)quinoline-4-carboxylic acid